Cl.COC1=CC=C2C=CC=C(C2=C1)CCN(CCC)C N-(2-(7-Methoxynaphthalen-1-yl)ethyl)-N-methylpropan-1-amine hydrochloride